COC1=CC=C(C=C1)N1C(N(C=2C=NC(=CC21)NC2=C(C=CC(=C2)S(=O)(=O)C)C)C)=O 1-(4-methoxyphenyl)-3-methyl-6-((2-methyl-5-(methylsulfonyl)phenyl)amino)-1,3-dihydro-2H-imidazo[4,5-c]pyridin-2-one